BrC=1C=NN(C1)[C@@H]1COCC1 4-bromo-1-[(3S)-tetrahydrofuran-3-yl]pyrazole